COC(CC1=NC(=CC(=C1)Br)C)=O.C(C)(C)[C@H]1C2(COC(OC2)C2=NC=CC=C2)C[C@@H](CC1)C 2-((7S,10R)-7-isopropyl-10-methyl-2,4-dioxaspiro[5.5]undec-3-yl)pyridine methyl-2-(4-bromo-6-methylpyridin-2-yl)acetate